[5-[3-[2-(spiro[2.4]heptane-2-carbonylamino)-1,3-benzothiazol-7-yl]phenyl]-2-furyl]phosphonic acid C1C(C12CCCC2)C(=O)NC=2SC1=C(N2)C=CC=C1C=1C=C(C=CC1)C1=CC=C(O1)P(O)(O)=O